(R)-2-(2-((6-(3-(1-(3-((1-methyl-4-(5-(pyridin-4-yl)-4H-1,2,4-triazol-3-yl)piperidin-4-yl)amino)benzamido)ethyl)phenoxy)hexyl)oxy)ethoxy)acetic acid CN1CCC(CC1)(C1=NN=C(N1)C1=CC=NC=C1)NC=1C=C(C(=O)N[C@H](C)C=2C=C(OCCCCCCOCCOCC(=O)O)C=CC2)C=CC1